C1OCCN2[C@@H]1CN(CC2)C2=CC(=CC=1N(C=NC12)C=1OC(=NN1)C)S(=O)(=O)NC1(CC1)C (R)-4-(hexahydropyrazino[2,1-c][1,4]oxazin-8(1H)-yl)-1-(5-methyl-1,3,4-oxadiazol-2-yl)-N-(1-methylcyclopropyl)-1H-benzo[d]imidazole-6-sulfonamide